C(#N)C1=C(C=C(C=NS(=O)C(C)(C)C)C=C1)F N-(4-cyano-3-fluorobenzylidene)-2-methylpropane-2-sulfinamide